OC1(C(C(=O)C2=CC=CC=C2)C=CC=C1)C L-2-hydroxy-2-methylbenzophenone